1,1'-(decane-1,10-diyl)bis{3-bromo-4-[(E)-4-(diethylamino)styryl]pyridin-1-ium} dibromide [Br-].[Br-].C(CCCCCCCCC[N+]1=CC(=C(C=C1)\C=C\C1=CC=C(C=C1)N(CC)CC)Br)[N+]1=CC(=C(C=C1)\C=C\C1=CC=C(C=C1)N(CC)CC)Br